CC=1C=C(C=CC1C)C1=CN=C(N1)C1N(CCCC1)C(C(C)SC)=O 1-(2-(5-(3,4-dimethylphenyl)-1H-imidazol-2-yl)piperidin-1-yl)-2-(methylthio)propan-1-one